N-(3-chloro-2,4-difluorophenyl)-7-((3-methylpyrrolidin-3-yl)ethynyl)-6-nitroquinazolin-4-amine ClC=1C(=C(C=CC1F)NC1=NC=NC2=CC(=C(C=C12)[N+](=O)[O-])C#CC1(CNCC1)C)F